(3R)-3-[[3-[[(2S,3S)-2-(9H-fluoren-9-ylmethoxycarbonylamino)-3-methylpentanoyl]amino]-2,2-dimethylpropanoyl]-methylamino]butanoic acid C1=CC=CC=2C3=CC=CC=C3C(C12)COC(=O)N[C@H](C(=O)NCC(C(=O)N([C@@H](CC(=O)O)C)C)(C)C)[C@H](CC)C